N-(6-amino-5-methyl-3-pyridyl)-2-[(2R,5S)-2-[2-(methoxymethyl)-1,3-benzothiazol-5-yl]-5-methyl-1-piperidyl]-2-oxo-acetamide NC1=C(C=C(C=N1)NC(C(=O)N1[C@H](CC[C@@H](C1)C)C=1C=CC2=C(N=C(S2)COC)C1)=O)C